benzyl salicylate (benzyl salicylate) C(C1=CC=CC=C1)OC=1C(C(=O)O)=CC=CC1.C(C=1C(O)=CC=CC1)(=O)OCC1=CC=CC=C1